ClC1=NC(=CC(=N1)N1CCOCC1)OCC1=CC=C(C=C1)OC 4-(2-chloro-6-((4-methoxybenzyl)oxy)pyrimidin-4-yl)morpholine